3-(4-pyridinyl)-N-methyl-L-phenylalanine N1=CC=C(C=C1)C=1C=C(C[C@H](NC)C(=O)O)C=CC1